N-(4-(aminomethyl)cyclohexyl)-6-(4-isopropylpiperidin-1-yl)-2-methylpyridin-3-amine NCC1CCC(CC1)NC=1C(=NC(=CC1)N1CCC(CC1)C(C)C)C